2-(6-Aminopyrimidin-4-yl)-N-(2,2-dimethyl-6-(pyridin-4-yl)-2,3-dihydrobenzofuran-5-yl)oxazole-4-carboxamide NC1=CC(=NC=N1)C=1OC=C(N1)C(=O)NC=1C(=CC2=C(CC(O2)(C)C)C1)C1=CC=NC=C1